1-(trans-4-aminocyclohexyl)-3-benzyl-1-(5-(1-methyl-1H-pyrazol-4-yl)pyridin-2-yl)urea N[C@@H]1CC[C@H](CC1)N(C(=O)NCC1=CC=CC=C1)C1=NC=C(C=C1)C=1C=NN(C1)C